[N+](=[N-])=C(C(C(CC1CCN(CC1)C(=O)OC(C)(C)C)C)=O)C(=O)OC tert-butyl 4-(4-diazo-5-methoxy-2-methyl-3,5-dioxopentyl)piperidine-1-carboxylate